(2R,4R)-6-chloro-4-hydroxy-N-[3-(2-oxo-2-{[cis-3-(trifluoromethoxy)cyclobutyl]amino}ethoxy)bicyclo[1.1.1]pentan-1-yl]-3,4-dihydro-2H-1-benzopyran-2-carboxamide ClC=1C=CC2=C([C@@H](C[C@@H](O2)C(=O)NC23CC(C2)(C3)OCC(N[C@@H]3C[C@@H](C3)OC(F)(F)F)=O)O)C1